C(C)(C)(C)NC(C(F)(F)C1=CC(=CN1C)C(=O)NC1=CC(=C(C=C1)F)Cl)=O 5-(2-(tert-butylamino)-1,1-difluoro-2-oxoethyl)-N-(3-chloro-4-fluorophenyl)-1-methyl-1H-pyrrole-3-carboxamide